(3S,4R)-3-fluoro-4-(methoxy-d3)Piperidine hydrochloride Cl.F[C@H]1CNCC[C@H]1OC([2H])([2H])[2H]